(S)-2-(4-(4-((4-chloropyridin-2-yl)carbamoyl)phenyl)-5-(ethoxycarbonyl)Phenyl)-1H-imidazol-2-yl-piperidine-1-carboxylic acid tert-butyl ester C(C)(C)(C)OC(=O)N1[C@@H](CCCC1)C1(NC=CN1)C1=CC=C(C(=C1)C(=O)OCC)C1=CC=C(C=C1)C(NC1=NC=CC(=C1)Cl)=O